(Z)-N-(4-(3-chloro-5-(4-(3-chloroacryloyl)morpholin-2-yl)phenyl)pyridin-2-yl)acetamide ClC=1C=C(C=C(C1)C1CN(CCO1)C(\C=C/Cl)=O)C1=CC(=NC=C1)NC(C)=O